C(C)S(=O)(=O)C=1C(=NC=C(C1)C1=CC=C(C=C1)OC(C(F)F)(F)F)C1=NC=2N(C=C1)N=C(N2)C(F)(F)F 5-(3-(ethylsulfonyl)-5-(4-(1,1,2,2-tetrafluoroethoxy)phenyl)pyridin-2-yl)-2-(trifluoromethyl)-[1,2,4]triazolo[1,5-a]pyrimidine